ClC1=NC(=CC(=C1)C=1C=C(C#N)C=CC1C1=NN=CN1C)NCC(C)C 3-{2-chloro-6-[(2-methylpropyl)amino]pyridin-4-yl}-4-(4-methyl-1,2,4-triazol-3-yl)benzonitrile